trimethylene sulfide C1CCS1